2,4-dimethyl-2-(5,6,7,8-tetrahydro-5,5,8,8-tetramethyl-2-naphthalenyl)-1,3-dioxolane CC1(OCC(O1)C)C1=CC=2C(CCC(C2C=C1)(C)C)(C)C